C(C)(C)(C)N=CC1=CC=C(C(=O)OCC)C=C1 ethyl 4-((tert-butylimino)methyl)benzoate